C1N(CCC2=CC=CC=C12)C(=O)C1=CC2=C(N=C(O2)C2CNCCC2)C=C1 3-(6-(1,2,3,4-tetrahydroisoquinoline-2-carbonyl)benzo[d]oxazol-2-yl)piperidine